C(C)(=O)N[C@@H](CCC(=O)N[C@@H](CS)C(=O)NCC(=O)O)C(=O)O Ethanoyl-gamma-Glutamylcysteinylglycin